N1N=CC2=CC=C(C=C12)CN(C1=CC(=NC=C1)CN1CCOCC1)CC1=CC(=CC=C1)OC N-((1H-indazol-6-yl)methyl)-N-(3-methoxybenzyl)-2-(morpholinomethyl)pyridin-4-amine